NC=1C(NC(N(N1)C1=CC(=C(C(=C1)Cl)OC=1C=C2C=C(C(=NC2=CC1)Cl)C)Cl)=O)=O 6-amino-2-(3,5-dichloro-4-((2-chloro-3-methylquinolin-6-yl)oxy)phenyl)-1,2,4-triazine-3,5(2H,4H)-dione